4-fluoro-N-(1-(5-(5-methylpyridin-3-yl)-5,6,7,8-tetrahydroquinolin-2-yl)propyl)benzamide FC1=CC=C(C(=O)NC(CC)C2=NC=3CCCC(C3C=C2)C=2C=NC=C(C2)C)C=C1